FC(C(C(C(F)(F)F)(F)F)(F)F)(C(=O)[O-])F.C(CCCCCCC)OC1=CC=C(C=C1)[S+](C1=CC=CC=C1)C1=CC=C(C=C1)OCCCCCCCC bis(4-octyloxyphenyl)phenyl-sulfonium perfluorobutane-1-carboxylate